tert-butyl (3R,4R)-4-[1-(2,6-dibenzyloxy-3-pyridyl)-3-methyl-2-oxo-benzimidazol-5-yl]-3-fluoro-piperidine-1-carboxylate C(C1=CC=CC=C1)OC1=NC(=CC=C1N1C(N(C2=C1C=CC(=C2)[C@@H]2[C@H](CN(CC2)C(=O)OC(C)(C)C)F)C)=O)OCC2=CC=CC=C2